5,10,15,20-tetrakis-(4-isopropylphenyl)porphyrin C(C)(C)C1=CC=C(C=C1)C=1C2=CC=C(N2)C(=C2C=CC(C(=C3C=CC(=C(C=4C=CC1N4)C4=CC=C(C=C4)C(C)C)N3)C3=CC=C(C=C3)C(C)C)=N2)C2=CC=C(C=C2)C(C)C